2-chloro-5-(3-chloropyridin-4-yl)-N-(2,4-dimethoxybenzyl)pyrimidin-4-amine ClC1=NC=C(C(=N1)NCC1=C(C=C(C=C1)OC)OC)C1=C(C=NC=C1)Cl